2,3,5-trichlorobenzene-1-sulfonyl chloride ClC1=C(C=C(C=C1Cl)Cl)S(=O)(=O)Cl